6-chloro-5-fluoro-pyridin-3-amine trifluoroacetate FC(C(=O)O)(F)F.ClC1=C(C=C(C=N1)N)F